tert-butyl (tert-butoxycarbonyl)(7-cyclopropyl-5-(8-(3-(5-(1-(trifluoromethyl)cyclopropyl)isoxazol-3-yl)ureido)isoquinolin-5-yl)-7H-pyrrolo[2,3-d]pyrimidin-4-yl)carbamate C(C)(C)(C)OC(=O)N(C(OC(C)(C)C)=O)C=1C2=C(N=CN1)N(C=C2C2=C1C=CN=CC1=C(C=C2)NC(=O)NC2=NOC(=C2)C2(CC2)C(F)(F)F)C2CC2